C1(CCC1)OC1SC2=C(N1C1CC[Si]3(CCCC3)CC1)NC=C2 2-(cyclobutoxy)-N-(5-silaspiro[4.5]decan-8-yl)-4H-pyrrolo[2,3-d]thiazole